3-((1S,3R)-3-((5-cyano-4-(1-(2-morpholinoethyl)-1H-pyrazol-4-yl)pyrimidin-2-yl)amino)cyclohexyl)-3H-imidazo[4,5-b]pyridine-6-carbonitrile C(#N)C=1C(=NC(=NC1)N[C@H]1C[C@H](CCC1)N1C=NC=2C1=NC=C(C2)C#N)C=2C=NN(C2)CCN2CCOCC2